C(=O)(OC(C)(C)C)N1CCC(CC1)C1=CC=C(C=C1)Br 1-Boc-4-(4-Bromo-phenyl)-piperidine